C(C)(C)(C)C1=CC2=C(NC(=N2)C2=NNC=C2NC=2C3=C(N=CN2)NC=C3)C=C1 N-(3-(5-(tert-butyl)-1H-benzo[d]imidazol-2-yl)-1H-pyrazol-4-yl)-7H-pyrrolo[2,3-d]pyrimidin-4-amine